C(C#C)N(C([O-])=O)CC#C di-2-propynylcarbamate